(2R,3S,4R,5R)-2-(hydroxymethyl)-5-[6-[[(2S)-1-phenylpropan-2-yl]amino]purin-9-yl]oxolane-3,4-diol OC[C@H]1O[C@H]([C@@H]([C@@H]1O)O)N1C2=NC=NC(=C2N=C1)N[C@H](CC1=CC=CC=C1)C